BrC1=C(C=C2C(NC(=NC2=C1)C)=O)F 7-bromo-6-fluoro-2-methylquinazolin-4(3H)-one